C(C)(C)(C)OC(=O)N1CC(CC1)(C)NC(CC1=NC(=NC(=C1C1OCCO1)N[C@H](C)C1=C(C(=CC=C1)C(F)F)F)C)=O 3-(2-(6-(((R)-1-(3-(difluoromethyl)-2-fluorophenyl)ethyl)amino)-5-(1,3-dioxolane-2-yl)-2-methylpyrimidin-4-yl)acetamido)-3-methylpyrrolidine-1-carboxylic acid tert-butyl ester